FC=1C=C(C=C(C1)C(F)(F)F)C1=CC(=C2C(=N1)N=C(N2)C2=NC=C(N=C2)N2CCN(CC2)CCC2=NN=NN2)N(C)CC2(CCC2)COC 5-[3-Fluoro-5-(trifluoromethyl)phenyl]-N-{[1-(methoxymethyl)cyclobutyl]methyl}-N-methyl-2-(5-{4-[2-(1H-tetrazol-5-yl)ethyl]piperazin-1-yl}pyrazin-2-yl)-1H-imidazo[4,5-b]pyridin-7-amine